C1(=CC=CC=C1)CC(C)=O phenylacetone